7-(5-chloroisoquinolin-4-yl)-6,8-difluoro-2-(((2R,7aS)-2-fluoro-tetrahydro-1H-pyrrolizin-7a(5H)-yl)meth-oxy)-4-((1S,5R)-1-methyl-3,8-diaza-bicyclo-[3.2.1]octan-3-yl)quinazoline ClC1=C2C(=CN=CC2=CC=C1)C1=C(C=C2C(=NC(=NC2=C1F)OC[C@]12CCCN2C[C@@H](C1)F)N1C[C@@]2(CC[C@H](C1)N2)C)F